quinazolin-5(7H)-one hydrochloride Cl.N1=CN=CC=2C(CCCC12)=O